ClC1=C(C=CC=C1)[C@@H](C(=O)OC)N1CC2=C(CC1)SC(=C2)OC(C(=C)C2=CC=CC=C2)=O Methyl (S)-2-(2-chlorophenyl)-2-(2-(2-phenylacryloyloxy)-6,7-dihydrothieno[3,2-c]pyridin-5(4H)-yl)-acetate